COCCOCCN1CC(C2=CC=CC=C12)(C)C (E)-1-(2-(2-methoxyethoxy)ethyl)-3,3-dimethylindolin